NC=1C(=C2C(=NC1C(=O)N)N(C=N2)C2CC(C2)(F)F)C2=C(C(=CC=C2C)O)C 6-amino-3-(3,3-difluorocyclobutyl)-7-(3-hydroxy-2,6-dimethyl-phenyl)imidazo[4,5-b]pyridine-5-carboxamide